C1S(CC2=C1C=CC=C2)(=O)=O 1,3-dihydro-2λ6-benzo[C]thiophene-2,2-dione